N1(C=NC=C1)C(=O)OCCC1=C(C=C(C=C1)NC(NCC=1C=C2CN(C(C2=CC1)=O)C1C(NC(CC1)=O)=O)=O)Cl 2-[2-chloro-4-[([[2-(2,6-dioxopiperidin-3-yl)-1-oxo-3H-isoindol-5-yl]methyl]carbamoyl)amino]phenyl]ethyl imidazole-1-carboxylate